[F-].[NH4+].[W] Tungsten ammonium fluoride